2-hydroxy-4-oxatricyclo[4.2.1.03,7]-5-nonene OC1C2CC3C(=COC13)C2